COC=1C=C(C=CC1)N1CC2(CC1)CCN(CC2)C2=C(C(N(C1=CC=CC=C21)C)=O)C#N 4-[2-(3-methoxyphenyl)-2,8-diazaspiro[4.5]decan-8-yl]-1-methyl-2-oxo-1,2-dihydro-quinoline-3-carbonitrile